diethyl 3-methylcyclohexa-1,4-diene-1,2-dicarboxylate CC1C(=C(CC=C1)C(=O)OCC)C(=O)OCC